FCCOC1=C(C=C(C=C1)C=1OC2=CC(=CC=C2C(C1O)=O)O)O 2-(4-(2-fluoroethoxy)-3-hydroxyphenyl)-3,7-dihydroxy-4H-chromen-4-one